BrC1=CC=C(C=2OCCNC21)C(=O)OC methyl 5-bromo-3,4-dihydro-2H-benzo[B][1,4]oxazine-8-carboxylate